1,3-bis[3-(trifluoromethyl)phenyl]Urea FC(C=1C=C(C=CC1)NC(=O)NC1=CC(=CC=C1)C(F)(F)F)(F)F